C(#N)C1=CC=C(C(=O)NC2=C3C=CNC3=CC=C2)C=C1 4-cyano-N-(1H-indol-4-yl)benzamide